BrC1=CC=C(C=C1)C1=CC=C(C=C1)N(C1=CC=2C=CC3=CC=CC=C3C2C=C1)C1=CC=2C(C3=CC=CC=C3C2C=C1)(C)C N-(4'-bromo-[1,1'-biphenyl]-4-yl)-N-(9,9-dimethyl-9H-fluoren-2-yl)phenanthrene-2-amine